N[C@@H]1[C@@H](OCC12CCN(CC2)C=2N(C(C1=C(N2)NN=C1C#CC1=CC(=CC=C1)Cl)=O)C)C 6-((3S,4S)-4-amino-3-methyl-2-oxa-8-azaspiro[4.5]decan-8-yl)-3-((3-chlorophenyl)ethynyl)-5-methyl-1,5-dihydro-4H-pyrazolo[3,4-d]pyrimidin-4-one